Cl.Cl.C(CCCCCCCCCCCCC)(=O)OC[C@H](COP(=O)(O)OCC(COC(CCNCC(C)C)=O)OC(CCNCC(C)C)=O)OC(CCCCCCCCCCCCC)=O (2R)-3-(((2,3-bis((3-(isobutyl-amino)propanoyl)oxy)propoxy)(hydroxy)phosphoryl)oxy)propane-1,2-diyl ditetradecanoate dihydrochloride